((S)-2-hydroxyethylsulfonimidoyl)-4-methylbenzamide OCC[S@@](=O)(=N)C1=C(C(=O)N)C=CC(=C1)C